4-(4-((3-(2,6-dioxopiperidin-3-yl)benzyl)(methyl)amino)piperidin-1-yl)-N-(4-methyl-3-((4-(pyridin-3-yl)pyrimidin-2-yl)amino)phenyl)benzamide O=C1NC(CCC1C=1C=C(CN(C2CCN(CC2)C2=CC=C(C(=O)NC3=CC(=C(C=C3)C)NC3=NC=CC(=N3)C=3C=NC=CC3)C=C2)C)C=CC1)=O